N,N-dibenzyldimethylammonium C(C1=CC=CC=C1)[N+](CC1=CC=CC=C1)(C)C